N4,N4'-di(naphthalene-1-yl)-N4,N4'-di(4-vinyl-phenyl)biphenyl-4,4'-diamine C1(=CC=CC2=CC=CC=C12)N(C1=CC=C(C=C1)C1=CC=C(C=C1)N(C1=CC=C(C=C1)C=C)C1=CC=CC2=CC=CC=C12)C1=CC=C(C=C1)C=C